1-((6-(1-(2,6-dichlorophenyl)azetidin-3-yl)pyridin-3-yl)methyl)piperidine-4-carboxylic acid ClC1=C(C(=CC=C1)Cl)N1CC(C1)C1=CC=C(C=N1)CN1CCC(CC1)C(=O)O